C(C1=CC=CC=C1)NCCCCOCCCCNCC1=CC=CC=C1 dibenzyl-5-oxanonylenediamine